N-(cyclohex-1-en-1-yl)-2-(1-methyl-2-oxo-2,3-dihydro-1H-pyrido[2,3-b][1,4]thiazin-3-yl)acetamide C1(=CCCCC1)NC(CC1C(N(C2=C(S1)N=CC=C2)C)=O)=O